4,6-dichloro-1-(2,6-diethylphenyl)-7-(2-fluorophenyl)pyrido[2,3-d]pyrimidin-2(1H)-one ClC=1C2=C(N(C(N1)=O)C1=C(C=CC=C1CC)CC)N=C(C(=C2)Cl)C2=C(C=CC=C2)F